N-(3-(2-(2-aminopyridin-3-yl)-3-(4-((4-(2-cyanopyrimidin-4-yl)piperazin-1-yl)methyl)phenyl)-3H-imidazo[4,5-b]pyridin-5-yl)phenyl)acetamide NC1=NC=CC=C1C1=NC=2C(=NC(=CC2)C=2C=C(C=CC2)NC(C)=O)N1C1=CC=C(C=C1)CN1CCN(CC1)C1=NC(=NC=C1)C#N